5-acetyl-4-(7-bromobenzo[b]thiophen-3-yl)-2-cyclopropyl-6-methyl-1,4-dihydropyridine-3-carboxylic acid methyl ester COC(=O)C1=C(NC(=C(C1C=1C2=C(SC1)C(=CC=C2)Br)C(C)=O)C)C2CC2